5-bromo-3-[(1S)-1-(1-methyl-1H-pyrazol-3-yl)ethoxy]pyridin-2-amine BrC=1C=C(C(=NC1)N)O[C@@H](C)C1=NN(C=C1)C